5,5'-diallyl-3-(chloromethyl)-[1,1'-biphenyl]-2,2'-diol C(C=C)C1=CC(=C(C(=C1)C=1C(=CC=C(C1)CC=C)O)O)CCl